(2S)-5-tert-butoxy-2-(5,7-dioxo-2,2-diphenyl-5,7-dihydro-2H,6H-[1,3]dioxolo[4,5-b]pyrrolo[3,4-e]pyridin-6-yl)-4,5-dioxopentanoic acid C(C)(C)(C)OC(C(C[C@@H](C(=O)O)N1C(C=2C=C3C(=NC2C1=O)OC(O3)(C3=CC=CC=C3)C3=CC=CC=C3)=O)=O)=O